BrC1=C(C(=CC=C1)Cl)OCC1=CC=C(C=C1)OC 1-bromo-3-chloro-2-((4-Methoxybenzyl)oxy)benzene